ClC1=CC=C2C(=C1)NC(C21N(C(C=2C1=C(N(C2)C=2C(=NC(=NC2)OC)OC)C(C)C)=O)C2=C(C=C(C(=C2)Cl)F)F)=O 6-chloro-2'-(5-chloro-2,4-difluorophenyl)-5'-(2,4-dimethoxypyrimidin-5-yl)-6'-(propan-2-yl)-1,2,3',5'-tetrahydro-2'H-spiro[indole-3,1'-pyrrolo[3,4-c]pyrrole]-2,3'-dione